[Cl-].[NH4+].C1(=CC=CC=C1)N1[NH2+]C(=NN1C1=CC=CC=C1)C1=CC=CC=C1.[Cl-] 2,3,5-triphenyltetrazolium ammonium chloride